6-(4-ethylphenyl)-7-deazapurine C(C)C1=CC=C(C=C1)C1=C2CC=NC2=NC=N1